2-chloromethyl-3-methyl-4-(2,2,2-trifluoroethoxy)pyridine ClCC1=NC=CC(=C1C)OCC(F)(F)F